(2R,3S)-N-((3S)-7-fluoro-1-methyl-2-oxo-5-phenyl-2,3-dihydro-1H-1,4-benzodiazepin-3-yl)-2,3-bis(3,3,3-trifluoropropyl)succinamide FC=1C=CC2=C(C(=N[C@@H](C(N2C)=O)NC([C@@H]([C@@H](C(=O)N)CCC(F)(F)F)CCC(F)(F)F)=O)C2=CC=CC=C2)C1